FC=1C=C(C=C(C1CN1CCOCC1)F)C=1C=CC=C2N=CC(=NC12)C=1C=NN(C1)C1CCN(CC1)CC(=O)NCCCNC1=C2C(N(C(C2=CC=C1)=O)C1C(NC(CC1)=O)=O)=O 2-[4-[4-[8-[3,5-difluoro-4-(morpholinomethyl)phenyl]quinoxalin-2-yl]pyrazol-1-yl]-1-piperidyl]-N-[3-[[2-(2,6-dioxo-3-piperidyl)-1,3-dioxo-isoindolin-4-yl]amino]propyl]acetamide